4-((2-hydroxyethyl)sulfonamido)-N-(5-methyl-2,3,4,5-tetrahydropyrido[3,2-b][1,4]oxazepin-9-yl)-2-(6-azaspiro[2.5]octan-6-yl)benzamide OCCS(=O)(=O)NC1=CC(=C(C(=O)NC2=CC=NC3=C2OCCCN3C)C=C1)N1CCC3(CC3)CC1